N,N-bis[1,1'-biphenyl-4-yl]-{2'-(2-phenyl-d5-9H-carbazol-9-yl)-[1,1'-biphenyl-4-yl]}amine C1(=CC=C(C=C1)N(C1=CC=C(C=C1)C1=CC=CC=C1)C1=CC=C(C=C1)C1=C(C=CC=C1)N1C2=CC=CC=C2C=2C=CC(=CC12)C1=C(C(=C(C(=C1[2H])[2H])[2H])[2H])[2H])C1=CC=CC=C1